ClC1=NC2=CC=CC=C2C(=C1N)NCC1=CC(=CC=C1)CN(CC)CC 2-chloro-N4-(3-((diethyl-amino)methyl)benzyl)quinolin-3,4-diamine